2-(5-chloro-2-oxopyridin-1(2H)-yl)acetic acid methyl-2-(5-chloro-2-oxopyridin-1(2H)-yl)acetate COC(CN1C(C=CC(=C1)Cl)=O)=O.ClC=1C=CC(N(C1)CC(=O)O)=O